4-[6-amino-4-ethyl-5-[4-(methoxymethyl)phenyl]-3-pyridinyl]phenol NC1=C(C(=C(C=N1)C1=CC=C(C=C1)O)CC)C1=CC=C(C=C1)COC